4-cyclopropyl-2-((4-fluoro-2-methylphenyl)amino)-benzonitrile C1(CC1)C1=CC(=C(C#N)C=C1)NC1=C(C=C(C=C1)F)C